trans-N-[4-[4-(2-fluoro-4-nitro-phenyl)piperazin-1-yl]cyclohexyl]-N-methyl-carbamate FC1=C(C=CC(=C1)[N+](=O)[O-])N1CCN(CC1)[C@@H]1CC[C@H](CC1)N(C([O-])=O)C